IC=1N=C(N2N=CN=C(C21)N)C2COCC2 5-iodo-7-(tetrahydrofuran-3-yl)imidazo[5,1-f][1,2,4]triazin-4-amine